C(C)OC=1N=NC=CC1C1=CC(=C2C(=N1)C(=NN2[C@H](CC)C)C)NCC=2C=NN(C2)C (S)-5-(3-ethoxypyridazin-4-yl)-3-methyl-N-[(1-methylpyrazol-4-yl)methyl]-1-[1-methylpropyl]pyrazolo[4,3-b]pyridin-7-amine